7-bromo-2-chloro-5H-cyclopenta[2,1-b:3,4-b']dipyridin-5-one BrC=1C=C2C(=NC1)C1=NC(=CC=C1C2=O)Cl